ClC1=C(C=C2C(C(NC2=C1)=O)=C(O)C1=C(N=C(S1)C)C)C1=CC=C(C=C1)N1CCOCC1 6-Chloro-3-[1-(2,4-dimethyl-thiazol-5-yl)-1-hydroxy-methylidene]-5-(4-morpholin-4-yl-phenyl)-1,3-dihydro-indol-2-one